FC(OC1=C(C=CC(=C1)C1=NN=CN1C)NC=1N=CC2=C(N1)C(=NC(=C2)C)N2CC1(C2)CCOCC1)F N-(2-(difluoromethoxy)-4-(4-methyl-4H-1,2,4-triazol-3-yl)phenyl)-6-methyl-8-(7-oxa-2-azaspiro[3.5]nonan-2-yl)pyrido[3,4-d]pyrimidin-2-amine